trialuminum oxide [O-2].[Al+3].[Al+3].[Al+3]